7-bromo-5-nitro-3,4-dihydro-2H-benzo[b][1,4]Oxazine BrC=1C=C(C2=C(OCCN2)C1)[N+](=O)[O-]